BrC=1C=C(C2=C(N(C(N2C)=O)C)C1)N(C)C 6-bromo-4-(dimethylamino)-1,3-dimethyl-1,3-dihydro-2H-benzo[d]imidazol-2-one